C(C1=CC=CC=C1)=C1C(C2=CC=CC=C2C1)=CC1=CC=CC=C1 dibenzylideneindene